4-(4-amino-6-(4-(2-fluoroacrylamido)phenyl)pyrazolo[5,1-f][1,2,4]triazin-5-yl)-2-methoxy-N-(1-(trifluoromethyl)cyclopropyl)benzamide NC1=NC=NN2C1=C(C(=N2)C2=CC=C(C=C2)NC(C(=C)F)=O)C2=CC(=C(C(=O)NC1(CC1)C(F)(F)F)C=C2)OC